N-[[3-fluoro-4-[5-(trifluoromethyl)-1,2,4-oxadiazol-3-yl]phenyl]methyl]-N-methoxy-methanesulfonamide FC=1C=C(C=CC1C1=NOC(=N1)C(F)(F)F)CN(S(=O)(=O)C)OC